4-[[(2R,3R,4S,5S)-3-(3,4-Difluoro-2-methoxy-phenyl)-4,5-dimethyl-5-(trifluoromethyl)tetrahydrofuran-2-carbonyl]amino]-5-methyl-pyridin-2-carboxamid FC=1C(=C(C=CC1F)[C@@H]1[C@@H](O[C@@]([C@H]1C)(C(F)(F)F)C)C(=O)NC1=CC(=NC=C1C)C(=O)N)OC